COCCOCCNC(=O)N1CC(NCC1)C N-(2-(2-methoxyethoxy)ethyl)-3-methyl-Piperazine-1-carboxamide